(R)-3-(benzofuran-5-yl)-8-(1-ethylpiperidin-3-yl)-4-methyl-5,6,7,8-tetrahydropyrido[2,3-c]pyridazine O1C=CC2=C1C=CC(=C2)C2=C(C1=C(N=N2)N(CCC1)[C@H]1CN(CCC1)CC)C